4-ethyl-2-propyl-1H-imidazole-5-carboxamide C(C)C=1N=C(NC1C(=O)N)CCC